(S)-N-(4-AMINO-3,4-DIOXO-1-PHENYLBUTAN-2-YL)-2-METHYL-4-PHENYLOXAZOLE-5-CARBOXAMIDE NC(C([C@H](CC1=CC=CC=C1)NC(=O)C1=C(N=C(O1)C)C1=CC=CC=C1)=O)=O